Methyl 3-(3-(2-(3-(2-fluoro-5-((6-fluoro-4-vinyl-1H-indol-5-yl)oxy)phenyl)-1-methyl-1H-1,2,4-triazol-5-yl)-7-((2-methoxy-2-oxoethyl)sulfonyl)-6,6-dimethylheptan-2-yl)phenyl)propanoate FC1=C(C=C(C=C1)OC=1C(=C2C=CNC2=CC1F)C=C)C1=NN(C(=N1)C(C)(CCCC(CS(=O)(=O)CC(=O)OC)(C)C)C=1C=C(C=CC1)CCC(=O)OC)C